(2S,4R)-1-[2-(carbamoylamino)acetyl]-4-fluoro-N-[(S)-[6-fluoro-5-(propan-2-yl)pyridin-2-yl](phenyl)methyl]pyrrolidine-2-carboxamide C(N)(=O)NCC(=O)N1[C@@H](C[C@H](C1)F)C(=O)N[C@@H](C1=CC=CC=C1)C1=NC(=C(C=C1)C(C)C)F